BrC1=CC(=C(C=C1)CC1NC(=NOC1)C1=NC(=NC=C1OC1=CC(=CC=C1)C(F)(F)F)C)C 5-[(4-bromo-2-methyl-phenyl)methyl]-3-[2-methyl-5-[3-(trifluoro-methyl)phenoxy]pyrimidin-4-yl]-5,6-dihydro-4H-1,2,4-oxadiazine